OCCOC1=NC=C(C(=N1)C)C1=CC=C(C[N+]2=NOC(=C2)[N-]C(NC2=CC(=CC=C2)C(F)(F)F)=O)C=C1 (3-(4-(2-(2-hydroxyethoxy)-4-methylpyrimidin-5-yl)benzyl)-1,2,3-oxadiazol-3-ium-5-yl)((3-(trifluoromethyl)phenyl)carbamoyl)amide